O1C=NC(=C1)CCC(=O)O 3-Oxazol-4-ylpropanoic acid